methyl-3-propyl-uridine C[C@@]1([C@H](O)[C@H](O)[C@@H](CO)O1)N1C(=O)N(C(=O)C=C1)CCC